N-(2-((2-(dimethylamino)ethyl)(methyl)amino)-5-((5-trifluoromethyl-4-(4-fluoro-1-isopropyl-2-methyl-1H-benzo[d]imidazole-6-yl)pyrimidin-2-yl)amino)-4-methoxyphenyl)acrylamide CN(CCN(C1=C(C=C(C(=C1)OC)NC1=NC=C(C(=N1)C=1C=C(C2=C(N(C(=N2)C)C(C)C)C1)F)C(F)(F)F)NC(C=C)=O)C)C